ClC1=C(C=CC(=C1)C1=C(C(=NC(=C1)C)C1=CC(=NC=C1)N1C[C@@](CC1)(C)O)O)N1C(N(C=C1)C)=O (S)-1-(2-chloro-4-(3-hydroxy-2'-(3-hydroxy-3-methylpyrrolidin-1-yl)-6-methyl-[2,4'-bipyridin]-4-yl)phenyl)-3-methyl-1H-imidazol-2(3H)-one